(S)-3-fluoro-4-(8-(piperidin-4-yl)-2,3-dihydrobenzo[b][1,4]dioxin-2-yl)benzonitrile FC=1C=C(C#N)C=CC1[C@H]1COC2=C(O1)C(=CC=C2)C2CCNCC2